5-Nitro-2-(pyridin-2-yl)aniline [N+](=O)([O-])C=1C=CC(=C(N)C1)C1=NC=CC=C1